(R or S)-5-(2-(3-(2-(5-fluorothiophen-2-yl)ethyl)-3-(isobutoxymethyl)pyrrolidin-1-yl)propan-2-yl)-2-methylpyridine FC1=CC=C(S1)CC[C@@]1(CN(CC1)C(C)(C)C=1C=CC(=NC1)C)COCC(C)C |o1:8|